FC=1C=C(C=NC1)NC1CN(C1)CCCF 5-fluoro-N-(1-(3-fluoropropyl)azetidin-3-yl)pyridin-3-amine